Sodium (4-fluoro-2-(tetrahydrofuran-2-yl) phenyl) methanesulfonate CS(=O)(=O)OC1=C(C=C(C=C1)F)C1OCCC1.[Na]